di-n-butylmethylene(cyclopentadienyl)(2,7-di(3,5-dimethylphenyl)-3,6-di-tert-butylfluorenyl)zirconium dichloride [Cl-].[Cl-].C(CCC)C(CCCC)=[Zr+2](C1=C(C(=CC=2C3=CC(=C(C=C3CC12)C1=CC(=CC(=C1)C)C)C(C)(C)C)C(C)(C)C)C1=CC(=CC(=C1)C)C)C1C=CC=C1